[N+](=O)([O-])C1=CC=C(C(=O)OCC2OCC(C2)=O)C=C1 (4-oxotetrahydrofuran-2-yl)methyl 4-nitrobenzoate